C(#N)C1=CC(=C(COC2=C(C=CC(=N2)OC2CCN(CC2)CC2=NC3=C(N2CC2=CN=CN2CC)C=C(C=C3)C(=O)O)F)C=C1)F 2-((4-((6-((4-cyano-2-fluorobenzyl)oxy)-5-fluoropyridin-2-yl)oxy)piperidin-1-yl)methyl)-1-((1-ethyl-1H-imidazol-5-yl)methyl)-1H-benzo[d]imidazole-6-carboxylic acid